ClC1=C(C(C2=CC=CC=C2C1OC1=CC=CC=C1)OC1=CC=CC=C1)NC1=C(C(=O)NC2=NC=CN=C2)C=CC=C1 ((3-chloro-1,4-diphenoxy-1,4-dihydronaphthalen-2-yl)amino)-N-(pyrazin-2-yl)benzamide